FC1=C(COC2=C(C#N)C(=CC=C2)NC2=NC(=NC=C2C)NC2=CC(=C(C=C2)N2CCNCC2)OC)C=CC=C1 2-((2-fluorobenzyl)oxy)-6-((2-((3-methoxy-4-(piperazin-1-yl)phenyl)amino)-5-methylpyrimidin-4-yl)amino)benzonitrile